5-[(4-Methoxycarbonyltriazol-1-yl)methyl]isoindoline-2-carboxylic acid tert-butyl ester C(C)(C)(C)OC(=O)N1CC2=CC=C(C=C2C1)CN1N=NC(=C1)C(=O)OC